anti-putrescine NCCCCN